1-(7-(8-ethyl-7-fluoro-3-hydroxynaphthalen-1-yl)-8-fluoro-2-(((2R,7aS)-2-fluorotetrahydro-1H-pyrrolizin-7a(5H)-yl)methoxy)pyrido[4,3-d]pyrimidin-4-yl)-5,5-difluoro-4-methylazepan-4-ol C(C)C=1C(=CC=C2C=C(C=C(C12)C1=C(C=2N=C(N=C(C2C=N1)N1CCC(C(CC1)(F)F)(O)C)OC[C@]12CCCN2C[C@@H](C1)F)F)O)F